FC=1C=C(CN2C(C(C3=CC=C(C=C23)C(=O)NC2=NC3=C(N2)C=CC(=C3)C(=O)N)(C)C)=O)C=CC1 2-(1-(3-fluorobenzyl)-3,3-dimethyl-2-oxoindolin-6-carboxamido)-1H-benzo[d]imidazole-5-carboxamide